2-bromo-1-ethyl-4-(trifluoromethyl)imidazole BrC=1N(C=C(N1)C(F)(F)F)CC